C(C)(C)(C)NS(=O)(=O)C=1C=CC(=NC1)NC(\C(=C(\C=1C=NOC1C)/O)\C#N)=O (Z)-N-(5-(N-(tert-butyl)sulfamoyl)pyridin-2-yl)-2-cyano-3-hydroxy-3-(5-methylisoxazol-4-yl)acrylamide